N1C=CC=2C1=NC=C(C2)OC2=CC=C(C=C2)N2C(N(CC2=O)C=2C=NC=C(C2)C(F)(F)F)=O 3-[4-(1H-pyrrolo[2,3-b]pyridin-5-yloxy)phenyl]-1-[5-(trifluoromethyl)-3-pyridinyl]-2,4-imidazolidinedione